potassium fluorohydride, lithium salt [Li].F.[K]